CP(=O)(C)C1=CC=C(C=C1)N1C(N(C=C1)C=1N(N=C2C1C(NCC2)C)C2=CC(=C(C(=C2)C)F)C)=O 3-(3-(4-(dimethylphosphoryl)phenyl)-2-oxo-2,3-dihydro-1H-imidazol-1-yl)-2-(4-fluoro-3,5-dimethylphenyl)-4-methyl-4,5,6,7-tetrahydro-2H-pyrazolo[4,3-c]pyridine